SCCCN1C(N(C(N(C1=O)CCCS)=O)CCCS)=O 1,3,5-Tris(3-mercaptopropyl)-1,3,5-triazine-2,4,6-trione